FC1=C(C(=CC=C1)C)N1CC(C1)N1C(N(C=2C(C1)=CN(N2)C)CC2=C(C=CC=C2)C(F)(F)F)=O 5-[1-(2-Fluoro-6-methyl-phenyl)-azetidin-3-yl]-2-methyl-7-(2-trifluoromethyl-benzyl)-2,4,5,7-tetrahydro-pyrazolo[3,4-d]pyrimidin-6-on